tert-butyl ((2S,3S)-1-methyl-5-oxo-2-(pyridin-3-yl) pyrrolidine-3-carbonyl)glycinate CN1[C@@H]([C@H](CC1=O)C(=O)NCC(=O)OC(C)(C)C)C=1C=NC=CC1